C1(=CC=CC=C1)C=1N=CC(=NC1C1=CC=CC=C1)N(C(C)C)C(CCC)O ((5,6-diphenyl-2-pyrazinyl)(1-methylethyl)amino)-1-butanol